ethyl 5-formyl-1-(methoxymethyl)pyrazole-4-carboxylate C(=O)C1=C(C=NN1COC)C(=O)OCC